CC1CCN(CC1)C(=O)C=1C=NN2C1C=C(C=C2)C2CCNCC2 (4-methylpiperidin-1-yl)(5-(piperidin-4-yl)pyrazolo[1,5-a]pyridin-3-yl)methanone